bis(2-ethylhexyl)aminomethyl-4-methylbenzotriazole C(C)C(CN(CC(CCCC)CC)CC1=C(C2=C(NN=N2)C=C1)C)CCCC